(4-((2-aminoethyl)amino)-1-oxoisoindolin-2-yl)piperidine-2,6-dione NCCNC1=C2CN(C(C2=CC=C1)=O)N1C(CCCC1=O)=O